C1(=CC=C(C=C1)C[C@@H]1[C@@H]([C@H](OC1)C1=CC(=C(C(=C1)OC)OC)OC)CO)C1=CC=CC=C1 ((2S,3R,4R)-4-(Biphenyl-4-ylmethyl)-2-(3,4,5-trimethoxyphenyl)tetrahydrofuran-3-yl)-methanol